Cl.Cl.C1(=CC=CC2=CC=CC=C12)NC(=O)[C@@H]1CNC[C@H]1C1=CC=CC=C1 |r| (±)-trans-N-(naphthalen-1-yl)-4-phenylpyrrolidine-3-carboxamide dihydrochloride